COC=1C=C2C(NC(=NC2=CC1)CN1CCCN(C2=C1C=CC=C2)C)=O 6-methoxy-2-[(1-methyl-3,4-dihydro-2H-1,5-benzodiazepin-5-yl)methyl]-3H-quinazolin-4-one